CS(=O)C=1C=NC2=C(C=CC=C2C1)C1=CCC(CC1)C(F)(F)F 3-(methylsulfinyl)-8-(4-(trifluoromethyl)cyclohex-1-en-1-yl)quinoline